BrC1=CC2=C(N=C(N=C2)N[C@@H]2CN(CCC2)C(=O)OC(C)(C)C)N(C1=O)C tert-Butyl (S)-3-((6-bromo-8-methyl-7-oxo-7,8-dihydropyrido[2,3-d]pyrimidin-2-yl)amino)piperidine-1-carboxylate